2,3-dihydrofuro[2,3-c]pyridine O1CCC=2C1=CN=CC2